3,6-dichloro-2-methoxybenzoyl chloride ClC=1C(=C(C(=O)Cl)C(=CC1)Cl)OC